C(C)(C)C1=C(C(=CC(=C1)C(C)C)C(C)C)CC(=O)NS(OC1=C(C=CC=C1C(C)C)C(C)C)(=O)=O 2,6-diisopropylphenyl [(2,4,6-triisopropylphenyl)acetyl]sulfamate